NCC1=C(C=C(C=C1)P(C)(C)=O)C(F)(F)F (4-(aminomethyl)-3-(trifluoromethyl)phenyl)dimethylphosphine oxide